2-{7-Fluoro-3-methoxymethoxy-8-[(triisopropylsilanyl)-ethynyl]-naphthalen-1-yl}-4,4,5,5-tetramethyl-[1,3,2]dioxaborolane FC1=CC=C2C=C(C=C(C2=C1C#C[Si](C(C)C)(C(C)C)C(C)C)B1OC(C(O1)(C)C)(C)C)OCOC